NC=1C2=C(N=CN1)N(C=C2I)C2O[C@@H]([C@H]([C@H]2O)O)CO (3R,4S,5R)-2-(4-amino-5-iodopyrrolo[2,3-d]pyrimidin-7-yl)-5-(hydroxymethyl)oxolane-3,4-diol